4-(4-{[4-Fluoro-2-(trifluoromethyl)phenyl]methoxy}-3-methoxyphenyl)-2H,6H,7H-pyrazolo[3,4-b]pyridin-6-one FC1=CC(=C(C=C1)COC1=C(C=C(C=C1)C=1C=2C(NC(C1)=O)=NNC2)OC)C(F)(F)F